2,4,6-tris(benzoylphenoxy)-1,3,5-triazine C(C1=CC=CC=C1)(=O)C1=C(OC2=NC(=NC(=N2)OC2=C(C=CC=C2)C(C2=CC=CC=C2)=O)OC2=C(C=CC=C2)C(C2=CC=CC=C2)=O)C=CC=C1